FC=1C=CC=C2C=C(NC12)C(=O)N[C@H](C(=O)N[C@@H](C[C@H]1C(NCC1)=O)C(CO)=O)CC(C)C 7-fluoro-N-[(2S)-1-({(2S)-4-hydroxy-3-oxo-1-[(3S)-2-oxopyrrolidin-3-yl]butan-2-yl}amino)-4-methyl-1-oxopentan-2-yl]-1H-indole-2-carboxamide